4-amino-N-(1-(4,5-dimethyl-6-(1-methyl-1H-pyrazol-5-yl)pyridazin-3-yl)piperidin-4-yl)-2-(trifluoromethyl)benzamide NC1=CC(=C(C(=O)NC2CCN(CC2)C=2N=NC(=C(C2C)C)C2=CC=NN2C)C=C1)C(F)(F)F